NCCCCC(=O)N1CCN(CC1)C1=CC(=C(C=C1)CN1N=C2C(N=C(N=C2NCCCC)N=[N+]=[N-])=C1)OC 5-amino-1-(4-(4-((5-azido-7-(butylamino)-2H-pyrazolo[4,3-d]pyrimidin-2-yl)methyl)-3-methoxyphenyl)piperazin-1-yl)pentan-1-one